5-BROMO-1-PHENYL-3-[3-(TRIFLUOROMETHYL)PHENYL]-1H-PYRAZOLE-4-CARBOXALDEHYDE BrC1=C(C(=NN1C1=CC=CC=C1)C1=CC(=CC=C1)C(F)(F)F)C=O